N1(CCCC12CCCC2)CCNC(=O)C2=CC(=CS2)C 5-((2-(1-azaspiro[4.4]nonan-1-yl)ethyl)carbamoyl)-3-methylthiophen